4-(methylsulfinyl)butyl isothiocyanate CS(=O)CCCCN=C=S